neopentyl-(trimethylsilyloxy)[(dimethylsiloxy)dimethylsiloxy]silane C(C(C)(C)C)[SiH](O[Si](C)(C)O[SiH](C)C)O[Si](C)(C)C